2-(4-methoxyphenyl)-5-{[(3R)-2-oxoazepan-3-yl]amino}[1,2,4]triazolo[1,5-c]quinazoline-7-carboxylic acid propan-2-yl ester CC(C)OC(=O)C=1C=CC=C2C=3N(C(=NC12)N[C@H]1C(NCCCC1)=O)N=C(N3)C3=CC=C(C=C3)OC